NCCC(CC[Si](OC)(OC)OC)CCC 3-aminoethylhexyltrimethoxysilane